2-(4,5-Dihydro-1H-furo[3,2-g]indazol-3-yl)naphthalen-1-ol N1N=C(C=2CCC3=C(C12)OC=C3)C3=C(C1=CC=CC=C1C=C3)O